F[C@H]1CN(CC[C@H]1NC1=CC=CN2C(=C(C=C12)C#CCNC=1C=C(C(=O)NC)C=CC1OC)SC(F)(F)F)C[C@H](C)O |o1:39| 3-{[3-(8-{[(3S,4R)-3-fluoro-1-[(2S*)-2-hydroxypropyl]piperidin-4-yl]amino}-3-[(trifluoromethyl)sulfanyl]indolizin-2-yl)prop-2-yn-1-yl]amino}-4-methoxy-N-methylbenzamide